[Cu].[O] Oxygen copper